diamino-xylene NC=1C(=C(C(=CC1)C)C)N